C(C1=CC=CC=C1)C1=CC(N(C2=CC(=CC=C12)OC)C)=O 4-benzyl-7-methoxy-1-methyl-quinolin-2(1H)-one